(2S)-4-[(2R)-3-(3,4-dihydro-1H-isoquinolin-2-yl)-2-hydroxy-propyl]-8-[(1-thioacetyl-4-piperidinyl)oxy]-2-methyl-2,3-dihydro-1,4-benzoxazepin-5-one C1N(CCC2=CC=CC=C12)C[C@H](CN1C[C@@H](OC2=C(C1=O)C=CC(=C2)OC2CCN(CC2)C(C)=S)C)O